CNN1C=C(C(C2=CC=CN=C12)=O)C(=O)O 1-(methylamino)-4-oxo-1,8-naphthyridine-3-carboxylic acid